1-(3-(2-(2,6-Dimethylpyridin-4-yl)-3-isopropyl-1H-indol-5-yl)piperidin-1-yl)-2-ethylbutan-1-on CC1=NC(=CC(=C1)C=1NC2=CC=C(C=C2C1C(C)C)C1CN(CCC1)C(C(CC)CC)=O)C